tert-butyl (5-(3,5-difluorobenzyl)-1H-indol-3-yl)carbamate FC=1C=C(CC=2C=C3C(=CNC3=CC2)NC(OC(C)(C)C)=O)C=C(C1)F